1-Cyclopropyl-2-[6-[4-fluoro-3-(trifluoromethyl)phenyl]pyrazolo[4,3-b]pyridin-1-yl]ethanone C1(CC1)C(CN1N=CC2=NC=C(C=C21)C2=CC(=C(C=C2)F)C(F)(F)F)=O